4-(4-bromophenyl)butanoic acid methyl ester COC(CCCC1=CC=C(C=C1)Br)=O